COC(C1=CC(=C(C=C1)OC)CC=1C(=NC(=NC1C)N)Cl)=O 3-((2-amino-4-chloro-6-methylpyrimidin-5-yl)methyl)-4-methoxybenzoic acid methyl ester